C[C@H]1[C@H](CC1=O)NC(OC(C)(C)C)=O |o1:1,2| tert-butyl [(1S*,2S*)-2-methyl-3-oxocyclobutyl]carbamate